(S)-2-(3-(3-fluoropyrrolidin-1-yl)propyl)isoindoline-1,3-dione F[C@@H]1CN(CC1)CCCN1C(C2=CC=CC=C2C1=O)=O